6-chloro-2-(1,5-dimethyl-1H-pyrazole-3-carbonyl)-1,2,3,4-tetrahydroisoquinoline ClC=1C=C2CCN(CC2=CC1)C(=O)C1=NN(C(=C1)C)C